C(C)S(=O)CC(=O)O 2-(ETHANESULFINYL)ACETIC ACID